S(C12C(=O)NC(C1C=CC=C2)=O)C21C(=O)NC(C2C=CC=C1)=O 1,1'-thiobis-phthalimide